COC1=CC=C(C=CC(=O)[O-])C=C1 4-methoxycinnamate